N-(5-(3-(9H-purin-6-yl)pyridin-2-ylamino)-2-fluorophenyl)-3-chloro-5-(trifluoromethoxy)benzamid N1=CN=C2NC=NC2=C1C=1C(=NC=CC1)NC=1C=CC(=C(C1)NC(C1=CC(=CC(=C1)OC(F)(F)F)Cl)=O)F